Cl.Cl.ClC=1C2=C(SC1C(=O)N(CC1=CC(=CC=C1)C1=CC=NC=C1)[C@@H]1CC[C@H](CC1)NC)C=CC=C2 3-Chloro-N-[trans-4-(methylamino)cyclohexyl]-N-[[3-(4-pyridinyl)phenyl]methyl]-benzo[b]thiophene-2-carboxamide dihydrochloride